[3,5-Dibenzoyloxy-4-[(E)-3-(4-hydroxy-3-methoxyphenyl)prop-2-enoyl]phenyl] benzoate C(C1=CC=CC=C1)(=O)OC1=CC(=C(C(=C1)OC(C1=CC=CC=C1)=O)C(\C=C\C1=CC(=C(C=C1)O)OC)=O)OC(C1=CC=CC=C1)=O